[O-]S(=O)(=O)C(F)(F)F.[Cu+2].[O-]S(=O)(=O)C(F)(F)F copper Triflate